C=1N=CN2C1C(CCC2)=O 6,7-dihydro-5H-imidazo[1,5-a]pyridin-8-one